C(CCC)C=1C=CC2=C(NC(=N2)NC(=O)NCCC2=CC=CC=C2)C1 1-(6-butyl-1H-benzo[d]imidazol-2-yl)-3-phenethylurea